1-Methyl-2-oxo-N-((8-(trifluoromethyl)-10H-phenoxazin-3-yl)methyl)piperidine-4-carboxamide CN1C(CC(CC1)C(=O)NCC=1C=CC=2NC3=CC(=CC=C3OC2C1)C(F)(F)F)=O